ClC(C#CC)C chloro-methyl-butyne